C(C)(=O)NC1=C(C=C(C=C1)C1=NN(C=2C1=NC=C(C2)C(=O)NC2(CS(C2)(=O)=O)C)C(C)C)O 3-(4-acetamido-3-hydroxyphenyl)-1-isopropyl-N-(3-methyl-1,1-dioxidothietan-3-yl)-1H-pyrazolo[4,3-b]pyridine-6-carboxamide